3,5-Dihydroxy-4-[(3''R-4''S)-p-menthenyl]Trans-stilbene OC=1C=C(C=C(C1C1C=C(CCC1C(C)C)C)O)\C=C\C1=CC=CC=C1